C(=O)C1=CNC2=CC=CC(=C12)C 3-FORMYL-4-METHYLINDOLE